(1R,5S)-1,5-Dimethyl-3-oxo-8-azabicyclo[3.2.1]octane-8-carboxylate C[C@]12CC(C[C@](CC1)(N2C(=O)[O-])C)=O